C(=O)O.N[C@@H]1COCC[C@H]1C1=C(C=2N=C(N=C(C2S1)NCC=1OC=CC1)Cl)I 6-((3s,4r)-3-aminotetrahydro-2H-pyran-4-yl)-2-chloro-N-(furan-2-ylmethyl)-7-iodothieno[3,2-d]pyrimidine-4-amine formate salt